tert-butyl 4-fluoro-7-hydroxyisoindoline-2-carboxylate FC1=C2CN(CC2=C(C=C1)O)C(=O)OC(C)(C)C